4-chloro-5-methyl-2-(tributylstannyl)pyrimidine ClC1=NC(=NC=C1C)[Sn](CCCC)(CCCC)CCCC